C(CCC)N(C)CC1=CC(=NC=C1)C=1C=C2CN(C(C2=CC1)=O)C1C(NC(CC1)=O)=O 3-(5-(4-((butyl(methyl)amino)methyl)pyridin-2-yl)-1-oxoisoindolin-2-yl)piperidine-2,6-dione